N-[4-[(6,7-dimethoxy-1,5-naphthyridin-4-yl)oxy]-3-fluorophenyl]-1,2,6-trimethyl-5-morpholin-4-yl-4-oxopyridine-3-carboxamide COC=1N=C2C(=CC=NC2=CC1OC)OC1=C(C=C(C=C1)NC(=O)C1=C(N(C(=C(C1=O)N1CCOCC1)C)C)C)F